[F-].C(C)(C)[N+](C(C)C)(C(C)C)C(C)C tetra-iso-propylammonium fluoride